C(C)(C)(C)NS(=O)(=O)C=1C=C(C=CC1)NC(C1=C(C=C(C=C1)NS(=O)(=O)[C@@H](CO)C)N1CCC2(CC2)CC1)=O (R)-N-(3-(N-(tert-butyl)sulfamoyl)phenyl)-4-((2-hydroxy-1-methylethyl)sulfonamido)-2-(6-azaspiro[2.5]octan-6-yl)benzamide